C(C(=C)C)(=O)OCCNCC(C)CC (2-ethylpropylamino)ethyl methacrylate